CC1=C(C=C(C=N1)NC(=O)C1=CC2=C(OCCO2)C=C1)NC(=O)C1=CC2=CC=C(C=C2C=C1)C N-(6-Methyl-5-(6-methyl-2-naphthamido)pyridin-3-yl)-2,3-dihydrobenzo[b][1,4]dioxine-6-carboxamide